NC1=NC=CC=C1C1=NC=2C(=NC(=CC2)C2=CC=CC=C2)N1C1=CC=C(C=C1)C1CN(C1)[C@@H](C(C)C)[C@@H]1CC[C@H](CC1)C(=O)OC trans-methyl 4-[(1S)-1-[3-[4-[2-(2-amino-3-pyridyl)-5-phenyl-imidazo[4,5-b]pyridin-3-yl]phenyl]azetidin-1-yl]-2-methyl-propyl]cyclohexanecarboxylate